C(C)OC([C@H](C)OC1=C(C=C(C(=C1)F)Cl)C1=NOCC1OCCCC)=O Ethyl-(2S)-2-[4-chloro-5-fluoro-2-(4-butoxy-4,5-dihydroisoxazol-3-yl)phenoxy]propanoat